2-{6-[(5S)-5-ethyl-6,7-dihydro-5H-pyrrolo[2,1-c][1,2,4]triazol-3-yl]pyridin-2-yl}-4-[(methylamino)methyl]-6-[(2R)-2-methylpyrrolidin-1-yl]-2,3-dihydro-1H-pyrrolo[3,4-c]pyridin-1-one C(C)[C@H]1CCC2=NN=C(N21)C2=CC=CC(=N2)N2CC=1C(=NC(=CC1C2=O)N2[C@@H](CCC2)C)CNC